(3S)-3-[6-(tert-Butoxycarbonylamino)-3-pyridinyl]isoxazolidine-2-carboxylic acid tert-butyl ester C(C)(C)(C)OC(=O)N1OCC[C@H]1C=1C=NC(=CC1)NC(=O)OC(C)(C)C